CN(C(O)=O)C(C)(CCNC(C1=CN=C(C=C1NC12CCC(CC1)(CC2)O)C2=CC=C1N2N=CC(=C1)C#N)=O)C.COOP(=O)(OOC)CC1=CC=C(C=C1)C1=CC=C(C=C1)CP(=O)(OOC)OOC 4,4'-bis(dimethoxyphosphonomethyl)biphenyl Methyl-(4-(6-(3-cyanopyrrolo[1,2-b]pyridazin-7-yl)-4-((4-hydroxybicyclo[2.2.2]octan-1-yl)amino)nicotinamido)-2-methylbutan-2-yl)carbamate